Sodium 4-Chloropyrazolo[1,5-a]pyridine-5-thiolate ClC=1C=2N(C=CC1[S-])N=CC2.[Na+]